OC1=C(C=C2C(=C(C(OC2=C1C=O)=O)CCC(=O)N1CCOCC1)COC)OC 7-hydroxy-6-methoxy-4-(methoxymethyl)-3-(3-morpholino-3-oxopropyl)-2-oxo-2H-chromene-8-carbaldehyde